2-[4-({[2-(3-{[6-(1-cyano-1-methylethyl)pyridin-3-yl]amino}prop-1-yn-1-yl)-1-(2,2,2-trifluoroethyl)-1H-indol-5-yl]methyl}amino)piperidin-1-yl]-N-(oxan-4-yl)acetamide C(#N)C(C)(C)C1=CC=C(C=N1)NCC#CC=1N(C2=CC=C(C=C2C1)CNC1CCN(CC1)CC(=O)NC1CCOCC1)CC(F)(F)F